BrC=1C=C2CCNC(C2=CC1OCCCN1CCOCC1)=O 6-bromo-7-(3-morpholinopropoxy)-3,4-dihydroisoquinolin-1(2H)-one